CC=1C(=CC2=C(NC(CC(N2)=O)C=2C=C(C=CC2)CCCNC(OCC2=CC=CC=C2)=O)C1)C(F)(F)F Benzyl (3-(3-(8-methyl-4-oxo-7-(trifluoromethyl)-2,3,4,5-tetrahydro-1H-benzo[b][1,4]diazepin-2-yl)phenyl)propyl)carbamate